tetraglyceryl tetrabehenate C(CCCCCCCCCCCCCCCCCCCCC)(=O)OCC(O)CO.C(CCCCCCCCCCCCCCCCCCCCC)(=O)OCC(O)CO.C(CCCCCCCCCCCCCCCCCCCCC)(=O)OCC(O)CO.C(CCCCCCCCCCCCCCCCCCCCC)(=O)OCC(O)CO